N1(CCC1)S(=O)(=O)C1=CC=C(C=C1)C1=C(C=C(C=C1)N1C(O[C@H](C1)CO)=O)F (5R)-3-[4'-(azetidine-1-sulfonyl)-2-fluoro[1,1'-biphenyl]-4-yl]-5-(hydroxymethyl)-1,3-oxazolidin-2-one